[Si](C)(C)(C(C)(C)C)OCCN1C(C[C@H](C1)C1=C(C(=CC=C1OCOCC[Si](C)(C)C)Cl)Cl)=O (S)-1-[2-[(tert-butyldimethylsilyl)oxy]ethyl]-4-(2,3-dichloro-6-[[2-(trimethylsilyl)ethoxy]methoxy]phenyl)pyrrolidin-2-one